3,7-Dihydroxy-8-methoxy-2-(4-(4-morpholinobutyl)phenyl)-4H-chromen-4-one hydrochloride Cl.OC1=C(OC2=C(C(=CC=C2C1=O)O)OC)C1=CC=C(C=C1)CCCCN1CCOCC1